2-methoxy-4-[4-(2-methoxyacetylpiperazin-1-yl)anilino]-5,6-dihydropyrimido[4,5-e]indolizine-7-carboxamide COC=1N=C(C2=C(N3C=CC(=C3CC2)C(=O)N)N1)NC1=CC=C(C=C1)N1C(CNCC1)C(COC)=O